tetrahydro-1H-benzo[d][1,2,3]triazole-5-carboxamide N1NNC2C1=CC=C(C2)C(=O)N